Ethyl 1-(cyclopropylmethyl)-6-(oxan-4-yl)-1H-pyrrolo[2,3-b]pyridine-2-carboxylate C1(CC1)CN1C(=CC=2C1=NC(=CC2)C2CCOCC2)C(=O)OCC